O1CCN(CC1)CCNCC1CCN(CC1)C1=CC=NC2=CC=CC=C12 2-morpholino-N-((1-(quinolin-4-yl)piperidin-4-yl)methyl)ethylamine